O1CC=CC2=CC=3C(C=4C=CC=CC4OC3C=C21)=O 6H-pyrano[3,2-B]Xanthene-6-one